2-methyl-4-(3-methyl-1,2-oxazol-5-yl)-N-(2-methyl-6-nitrophenyl)benzene-1-sulfonamide CC1=C(C=CC(=C1)C1=CC(=NO1)C)S(=O)(=O)NC1=C(C=CC=C1[N+](=O)[O-])C